7-((4-((3-(2,3-dihydroxybenzo[b][1,4]dioxin-6-yl)-2-methylbenzyl)oxy)-2,6-dimethoxybenzyl)amino)-N-hydroxyheptanamide OC1=C(OC2=C(O1)C=CC(=C2)C=2C(=C(COC1=CC(=C(CNCCCCCCC(=O)NO)C(=C1)OC)OC)C=CC2)C)O